N1,N1,N2,N2-tetramethyl-N2-(3-(trihydroxysilyl)propyl)ethane-1,2-diaminium chloride [Cl-].C[NH+](CC[N+](CCC[Si](O)(O)O)(C)C)C.[Cl-]